C1(=CC=CC=C1)C1=NC(=NC(=N1)C1=CC=CC=C1)C=1C=C(C=C(C1)N1C2=CC=CC=C2C=2C=C(C=CC12)C1=CC2=C(SC3=C2C=CC=C3)C=C1)N1C3=CC=CC=C3C=3C=C(C=CC13)C1=CC3=C(SC2=C3C=CC=C2)C=C1 9,9'-(5-(4,6-diphenyl-1,3,5-triazin-2-yl)-1,3-phenylene)bis(3-(dibenzo[b,d]thiophen-2-yl)-9H-carbazole)